(4-phenylthiophenyl)-diphenylsulfonium triflate [O-]S(=O)(=O)C(F)(F)F.C1(=CC=CC=C1)SC1=CC=C(C=C1)[S+](C1=CC=CC=C1)C1=CC=CC=C1